COC(C/C=C/C=C)OC (3E)-6,6-dimethoxy-1,3-hexadiene